di-tert-butylphenylphosphine palladium dichloride [Pd](Cl)Cl.C(C)(C)(C)P(C1=CC=CC=C1)C(C)(C)C